C1(=CC=CC=C1)C(SC=1NC(=CC1C#N)C1=C(C=CC=C1)F)=O S-{3-cyano-5-(2-fluorophenyl)-1H-pyrrol-2-yl} benzenecarbothioate